ethyl (S)-3-amino-3-(3-(4-(trifluoromethyl)benzyl)phenyl)propanoate N[C@@H](CC(=O)OCC)C1=CC(=CC=C1)CC1=CC=C(C=C1)C(F)(F)F